C(C)(C)(C)OC(=O)N[C@H](C(=O)OCC1=CC=CC=C1)CCC(=O)SC1=CC=C(C=C1)F (S)-benzyl 2-((tert-butoxycarbonyl)amino)-5-((4-fluorophenyl)thio)-5-oxopentanoate